3-Azidopropyl 4-azido-2-trichloroacetamido-2,4,6-trideoxy-β-D-galactopyranoside N(=[N+]=[N-])[C@@H]1[C@@H]([C@H]([C@H](OCCCN=[N+]=[N-])O[C@@H]1C)NC(C(Cl)(Cl)Cl)=O)O